FC(OC1=C(C=C(C=C1)OC(F)F)C1=NN(C=C1NC(=O)C=1C=NN2C1N=CC=C2)CC=2N=NN(N2)C2CN(C2)CCNC(OC(C)(C)C)=O)F tert-butyl (2-(3-(5-((3-(2,5-bis(difluoromethoxy)phenyl)-4-(pyrazolo[1,5-a]pyrimidine-3-carboxamido)-1H-pyrazol-1-yl)methyl)-2H-tetrazol-2-yl)azetidin-1-yl)ethyl)carbamate